2-azaspiro[4.5]decane-3-carboxamide C1NC(CC12CCCCC2)C(=O)N